Pentamethylcyclopentadienyl-(1-tert-butyl-6,6-dimethyl-1,5,6,7-tetrahydro-s-indacenyl)hafnium CC1=C(C(=C(C1([Hf]C1(C=CC2=CC=3CC(CC3C=C12)(C)C)C(C)(C)C)C)C)C)C